C(C)(C)(C)OC(=O)C=1C=C(C=CC1)C=1SC=C(N1)C(=O)N[C@@H](CO[Si](C)(C)C(C)(C)C)C(=O)O N-(2-(3-(Tert-butoxycarbonyl)phenyl)thiazole-4-carbonyl)-O-(tert-butyldimethylsilyl)-L-serine